C1(=CC=CC=C1)C(CC1COC1)C1=CC=CC=C1 3-(2,2-diphenylethyl)oxetane